3,3-dimethyl-7-(((1-methylcyclobutyl)amino)methyl)-2,3-dihydrofuro[3,2-b]pyridine-5-carboxylic acid CC1(COC=2C1=NC(=CC2CNC2(CCC2)C)C(=O)O)C